ClC1=C(C=C(C=C1)CC(=O)O)OCC1=C(C=CC=C1)CN1C(=NC2=C1C=CC=C2)C2=CC=C(C=C2)OC(F)(F)F 2-(4-chloro-3-((2-((2-(4-(trifluoromethoxy)phenyl)-1H-benzo[d]imidazol-1-yl)methyl)benzyl)oxy)phenyl)acetic acid